(R)-2-Amino-N-(4-(1-methyl-1H-pyrazol-5-yl)phenyl)propenamide NC(C(=O)NC1=CC=C(C=C1)C1=CC=NN1C)=C